NC=1C2=C(N=CN1)N(C=C2C2=CC(=C(C=C2)NC(=O)NC2=CC(=C(C=C2)CN2CCN(CC2)S(=O)(=O)C)C(F)(F)F)F)C2CC2 1-(4-(4-AMINO-7-CYCLOPROPYL-7H-PYRROLO[2,3-D]PYRIMIDIN-5-YL)-2-FLUOROPHENYL)-3-(4-((4-(METHYLSULFONYL)PIPERAZIN-1-YL)METHYL)-3-(TRIFLUOROMETHYL)PHENYL)UREA